C(=O)(O)[C@H](CC(=O)N1CC2=CC(=C(C(=C2C1)Cl)OCCCOC1=CC2=C(SC(=C2F)C(C[C@@H](C(=O)O)C)=O)C=C1OC)OC)C (S)-4-(5-(3-((2-((S)-3-carboxybutanoyl)-4-chloro-6-methoxyisoindolin-5-yl)oxy)propoxy)-fluoro-6-methoxybenzo[b]thiophen-2-yl)-2-methyl-4-oxobutanoic acid